2-(4-(4-acryloylpiperazin-1-yl)-7-chloroquinazolin-6-yl)benzonitrile C(C=C)(=O)N1CCN(CC1)C1=NC=NC2=CC(=C(C=C12)C1=C(C#N)C=CC=C1)Cl